1-(3-(4-Acetylpiperazin-1-yl)-1H-indol-5-yl)dihydropyrimidine-2,4(1H,3H)-dione C(C)(=O)N1CCN(CC1)C1=CNC2=CC=C(C=C12)N1C(NC(CC1)=O)=O